1-N-(4-(2-aminothiazolo[5,4-b]pyridin-5-yl)-2-methylphenyl)isobutyramide NC=1SC2=NC(=CC=C2N1)C1=CC(=C(C=C1)NC(C(C)C)=O)C